methyl 5-(3-(4-(tert-butoxycarbonyl)-2-oxopiperazin-1-yl) phenyl)-4-chloro-1H-pyrrolo[2,3-b]pyridine-3-carboxylate C(C)(C)(C)OC(=O)N1CC(N(CC1)C=1C=C(C=CC1)C=1C(=C2C(=NC1)NC=C2C(=O)OC)Cl)=O